1-(4-fluorophenyl)-5-(3-(methoxymethyl)-1-((1-methyl-1H-pyrazol-4-yl)sulfonyl)pyrrolidin-3-yl)-6-methyl-1H-indazole FC1=CC=C(C=C1)N1N=CC2=CC(=C(C=C12)C)C1(CN(CC1)S(=O)(=O)C=1C=NN(C1)C)COC